FC1=CC=C(C(=N1)C)NC=1C(=CC=CC1)N N1-(6-fluoro-2-methylpyridin-3-yl)benzene-1,2-diamine